FC1C(CNC1)C1=C(C2=C(N=CN=C2N)N1C)C1=CC=C(C=C1)OC1=NC(=CC=C1)C 6-(4-fluoropyrrolidin-3-yl)-7-methyl-5-(4-((6-methylpyridin-2-yl)oxy)phenyl)-7H-pyrrolo[2,3-d]pyrimidin-4-amine